ICCC1CO1 1,2-epoxy-4-iodobutane